2-Methyl-4-(1-methylpyrazol-4-yl)-6,7-dihydropyrrolo[3,4-b]pyridin-5-one CC1=CC(=C2C(=N1)CNC2=O)C=2C=NN(C2)C